COC(=O)C1=CC2=C(N(C=N2)COCC[Si](C)(C)C)C=C1Br 6-bromo-1-(2-trimethylsilylethoxymethyl)benzimidazole-5-carboxylic acid methyl ester